N1(C=NC2=C1C=CC=C2)C2CCN(CC2)C(=O)C2=CC1=C(OCC(N1)=O)C=C2 6-(4-(1H-Benzo[d]imidazol-1-yl)piperidine-1-carbonyl)-2H-benzo[b][1,4]oxazin-3(4H)-one